ClC1=C(C(=CC=2N(C(=NC21)C)C)C(F)F)C2=CC=CN1C(=CC=C21)C(=O)C2=CC(=C(C(=C2)F)NC(\C=C\CNC2CCC(CC2)OC)=O)F (E)-N-(4-(8-(4-chloro-6-(difluoromethyl)-1,2-dimethyl-1H-benzo[d]imidazol-5-yl)indolizine-3-carbonyl)-2,6-difluorophenyl)-4-(((1r,4r)-4-methoxycyclohexyl)amino)but-2-enamide